4-[[4-[4-[4-[8-[3,5-difluoro-4-(morpholinomethyl)phenyl]quinoxalin-2-yl]pyrazol-1-yl]-1-piperidyl]-4-oxo-butyl]amino]-2-(2,6-dioxo-3-piperidyl)isoindoline-1,3-dione FC=1C=C(C=C(C1CN1CCOCC1)F)C=1C=CC=C2N=CC(=NC12)C=1C=NN(C1)C1CCN(CC1)C(CCCNC1=C2C(N(C(C2=CC=C1)=O)C1C(NC(CC1)=O)=O)=O)=O